3,3'-(1,2-phenylene)bis(propan-1-ol) C1(=C(C=CC=C1)CCCO)CCCO